BrC1=CN=CC=2C3N(CC(CC21)C3)S(=O)C(C)(C)C 4-bromo-8-(tert-butylsulfinyl)-6,7,8,9-tetrahydro-5H-6,9-methanopyrido[3,4-c]azepine